2-(3-chloro-4-(9-((2-cyanopyridin-4-yl)methyl)-6-(1-methylcyclopropoxy)-9H-purin-8-yl)phenyl)acetamide ClC=1C=C(C=CC1C=1N(C2=NC=NC(=C2N1)OC1(CC1)C)CC1=CC(=NC=C1)C#N)CC(=O)N